BrC1=NN(C2=CC(=C(C=C12)COC)Cl)C1OCCCC1 Bromo-6-chloro-5-(methoxymethyl)-1-(tetrahydro-2H-pyran-2-yl)-1H-indazole